FC=1C=C(C=CC1)N1C(NN=C1COC)=S 4-(3-fluorophenyl)-5-(methoxymethyl)-2H-1,2,4-triazole-3-thione